CN1CC2(CCCCC23CNC2=CC=CC=C32)C3=CC=CC=C13 1-Methyldispiro[indoline-3,1'-cyclohexane-2',3''-indolin]